1-(4-((6-((3r,4r)-4-(3,4-dihydroisoquinolin-2(1H)-yl)-3-hydroxypiperidin-1-carbonyl)-2-(isopropylthio)pyrimidin-4-yl)amino)piperidin-1-yl)ethan-1-one C1N(CCC2=CC=CC=C12)[C@H]1[C@@H](CN(CC1)C(=O)C1=CC(=NC(=N1)SC(C)C)NC1CCN(CC1)C(C)=O)O